S(=O)([O-])OS(=O)[O-].[Na+].[Na+] Dinatrium disulfit